N[C@H](COC1=CC=2N(C=C1)C(=CN2)C2=CC(=C(C(=O)NC1CC1)C(=C2)OC)OC(F)F)CC(C)C 4-[7-[(2S)-2-amino-4-methyl-pentoxy]imidazo[1,2-a]pyridin-3-yl]-N-cyclopropyl-2-(difluoromethoxy)-6-methoxy-benzamide